C1=NC=C(C2=CC=CC=C12)N1C(N(C2=CC=C(C=C2C1=O)C(F)(F)F)CC(=O)O)=O 2-(3-(isoquinolin-4-yl)-2,4-dioxo-6-(trifluoromethyl)-3,4-dihydroquinazolin-1(2H)-yl)acetic acid